2-benzoyl-isoindoline-1,3-dione C(C1=CC=CC=C1)(=O)N1C(C2=CC=CC=C2C1=O)=O